C(C1CO1)OC(C1=CC=C(C=C1)C=C)C methyl-p-vinylbenzyl glycidyl ether